2,2-dioxo-1,3-dihydro-2-benzothiophen-5-amine O=S1(CC2=C(C1)C=CC(=C2)N)=O